FC=1N=C(SC1CN1CC2(C[C@@H]1C)OCC=1C2=NC=CC1)NC(C)=O N-(4-fluoro-5-(((5's)-5'-methyl-5H-spiro[furo[3,4-b]pyridin-7,3'-pyrrolidin]-1'-yl)methyl)thiazol-2-yl)acetamide